[C].C(C=CCCCCC)=O octenal carbon